C(C)(C)(C)OC(=O)NCCOCCOCC(=O)O 8-tert-butoxycarbonylamino-3,6-dioxaoctanoic acid